(dibenzofuranylphenyl)(dimethylfluorenyl)(diphenylfluorenyl)amine C1(=CC=CC=2OC3=C(C21)C=CC=C3)C3=C(C=CC=C3)N(C3=C(C(=CC=2C1=CC=CC=C1CC32)C3=CC=CC=C3)C3=CC=CC=C3)C3=C(C(=CC=2C1=CC=CC=C1CC32)C)C